COCC(CN1CCC(CC1)NC1=C2C=C(N(C2=CC=C1)CC(F)(F)F)C#CCN[C@H]1[C@H](COCC1)OC)O 1-methoxy-3-(4-((2-(3-(((3R,4R)-3-methoxytetrahydro-2H-pyran-4-yl)amino)prop-1-yn-1-yl)-1-(2,2,2-trifluoroethyl)-1H-indol-4-yl)amino)piperidin-1-yl)propan-2-ol